N[C@H]1CS(C2=C(N(C1=O)CC1=CC=C(C=C1)Cl)C=C(C(=C2)F)C2=NOC(=N2)C2CN(CC(C2)(C)C)C)(=O)=O (3R)-3-amino-5-[(4-chlorophenyl)methyl]-8-fluoro-1,1-dioxo-7-[5-(1,5,5-trimethyl-3-piperidyl)-1,2,4-oxadiazol-3-yl]-2,3-dihydro-1λ6,5-benzothiazepin-4-one